(3-(3-(4-fluorophenyl)-4-oxo-3,4-dihydro-phthalazin-1-yl)phenyl)-N-methylpropan-2-sulfonamide FC1=CC=C(C=C1)N1N=C(C2=CC=CC=C2C1=O)C=1C=C(C=CC1)CC(C)S(=O)(=O)NC